Cl.NC(=O)C(C(CC)N)N (aminocarbonyl)-1,2-diaminobutane hydrochloride